2-(3,5-difluorophenyl)-1-[2-hydroxy-4-(tetrahydropyran-2-yloxy)-phenyl]ethanone tert-butyl-2-(4-chloropyridin-2-yl)-1H-pyrrole-1-carboxylate C(C)(C)(C)OC(=O)N1C(=CC=C1)C1=NC=CC(=C1)Cl.FC=1C=C(C=C(C1)F)CC(=O)C1=C(C=C(C=C1)OC1OCCCC1)O